O=S1(CCN(CC1)C(=O)C1=C(C=C(C=C1)NC(=O)C1CC1)C=1SC(=CC1)C)=O N-[4-(1,1-dioxo-1,4-thiazinane-4-carbonyl)-3-(5-methylthiophen-2-yl)phenyl]cyclopropanecarboxamide